di(4-ethyl-5-hexenyl) phthalate C(C=1C(C(=O)OCCCC(C=C)CC)=CC=CC1)(=O)OCCCC(C=C)CC